C(=O)(C=1C(OC2=CC(=CC=C2C1)OC(C)=O)=O)C=1C(OC2=CC(=CC=C2C1)OC(C)=O)=O 3,3'-carbonyl-bis(7-acetoxycoumarin)